FC=1C=C(C=C(C1)F)[C@H]1N(OCC1)C(=O)[C@@H]1CC[C@H](CC1)CN1N=CC2=NC=C(C=C21)C#N trans-1-((4-((S)-3-(3,5-difluorophenyl)isoxazolidine-2-carbonyl)cyclohexyl)methyl)-1H-pyrazolo[4,3-b]pyridine-6-carbonitrile